1-[2-[bis[(2,4-dimethoxyphenyl)methyl]amino]-4-methoxy-pyrimidin-5-yl]-2,2-difluoro-propan-1-ol COC1=C(C=CC(=C1)OC)CN(C1=NC=C(C(=N1)OC)C(C(C)(F)F)O)CC1=C(C=C(C=C1)OC)OC